ClC1=CC=C2C(=N1)N=C(O2)N2C[C@@H](CCC2)N(C(OC(C)(C)C)=O)C |r| (rac)-tert-Butyl N-[1-(5-chlorooxazolo[4,5-b]pyridin-2-yl)-3-piperidyl]-N-methyl-carbamate